hexadecyl (9Z,12Z)-octadeca-9,12-dienoate Hexadecyl-(9Z,12Z)-octadeca-9,12-dienoate C(CCCCCCCCCCCCCCC)OC(CCCCCCC\C=C/C\C=C/CCCCC)=O.C(CCCCCCC\C=C/C\C=C/CCCCC)(=O)OCCCCCCCCCCCCCCCC